BrC=1C=C(C(N(C1)CC1=C(C=CC(=C1)C)F)=O)C(=O)NC 5-bromo-1-(2-fluoro-5-methylbenzyl)-N-methyl-2-oxo-1,2-dihydropyridine-3-carboxamide